N[C@@]1([C@H](O)[C@H](O)[C@@H](CO)O1)N1C=NC=2C(=O)NC(N)=NC12 amino-guanosine